BrC1=C(C=CC(C1)(O)Br)O 2,4-dibromo-1,4-benzenediol